C(CCCC)O[C@H]1[C@@H](O[C@@H]([C@H]1O)CO)N1C=NC=2C(=O)NC(N)=NC12 2'-O-pentylguanosine